C(C1=CC=CC=C1)NC(=O)C12N=CC3C(C1N(CC2C3)CC(C)C)CC3CCCCC3 N-benzyl-7-(cyclohexylmethyl)-1-isobutyl-1,2,3,6,7,7a-hexahydro-3aH-3,6-methanopyrrolo[3,2-b]pyridine-3a-carboxamide